9,9-dimethyl-N-phenyl-7-(piperazin-1-ylmethyl)-9,10-dihydroacridin-3-amine CC1(C2=CC(=CC=C2NC=2C=C(C=CC12)NC1=CC=CC=C1)CN1CCNCC1)C